NC=1C=C(C=CC1)CCCCCCC(=O)N[C@@H](CC(=O)OC(C)(C)C)C(OC)OC tert-butyl (S)-3-(7-(3-aminophenyl)heptanamido)-4,4-dimethoxybutanoate